ClC=1C=C(C=C(C1)F)B(O)O (3-chloro-5-fluoro-phenyl)boronic acid